Benzyl (R)-4-cyclopropyl-1,2,3-oxathiazolidine-3-carboxylate 2,2-dioxide C1(CC1)[C@H]1N(S(OC1)(=O)=O)C(=O)OCC1=CC=CC=C1